N[C@H]1CN(CCCC1)C1=C2C(=NC=C1)N(C(=N2)C2=CC(=C(C#N)C=C2)F)C2=CC=C(C=C2)C2CC2 (R)-4-(7-(3-aminoazepane-1-yl)-3-(4-cyclopropylphenyl)-3H-imidazo[4,5-b]pyridine-2-yl)-2-fluorobenzonitrile